5,5-dimethyl-1-((2-(((1-methyl-1H-pyrazol-4-yl)methyl)amino)pyridin-4-yl)methyl)-3-(4-(1-(trifluoromethyl)cyclopropyl)phenyl)imidazolidine-2,4-dione CC1(C(N(C(N1CC1=CC(=NC=C1)NCC=1C=NN(C1)C)=O)C1=CC=C(C=C1)C1(CC1)C(F)(F)F)=O)C